C(C)(C)C1=CC=C(C(=O)NC2CCC(CC2)=O)C=C1 4-isopropyl-N-(4-oxocyclohexyl)benzamide